CC1=C(C2=CC=CC=C2C=C1)N3C(=O)C=CC3=O n-maleimide